2-(2-(2-isopropylphenyl)-4-(3,4,5-trimethoxybenzyl)piperazin-1-yl)-7-azaspiro[3.5]nonane C(C)(C)C1=C(C=CC=C1)C1N(CCN(C1)CC1=CC(=C(C(=C1)OC)OC)OC)C1CC2(C1)CCNCC2